FC1=C(C=C2C=NNC2=C1)NC(=O)C1=C(NC(CC1C1=CC=C(C=C1)C(F)(F)F)=O)C N-(6-Fluoro-1H-indazol-5-yl)-1,4,5,6-tetrahydro-2-methyl-6-oxo-4-[4-(trifluoromethyl)phenyl]-3-pyridinecarboxamide